1-(bis(4-fluorophenyl)methyl)-4-(6-cyano-1-methyl-2-oxo-1,2-dihydro-1,5-naphthyridin-4-yl)-N-cyclopropylpiperazine-2-carboxamide FC1=CC=C(C=C1)C(N1C(CN(CC1)C1=CC(N(C2=CC=C(N=C12)C#N)C)=O)C(=O)NC1CC1)C1=CC=C(C=C1)F